methyl 5-iodo-1-(4-methoxybenzyl)-1H-1,2,3-triazole-4-carboxylate IC1=C(N=NN1CC1=CC=C(C=C1)OC)C(=O)OC